C(C)N=S(C(F)(F)F)(=O)C=1C=CC2=C(N=C(O2)C2=NC=C(C=C2S(=O)(=O)CC)N2N=C(C=C2)C(F)(F)F)C1 Ethylimino-[2-[3-ethylsulfonyl-5-[3-(trifluoromethyl)pyrazol-1-yl]-2-pyridyl]-1,3-benzoxazol-5-yl]oxo(trifluoromethyl)-λ6-sulfan